sodium (2,2,2-trifluoroethyl) monofluorophosphate P(=O)(OCC(F)(F)F)([O-])F.[Na+]